(2S)-3-(8-acetyl-2-oxo-1,8-diazaspiro[4.5]dec-3-yl)-2-aminopropionamide hydrochloride Cl.C(C)(=O)N1CCC2(CC(C(N2)=O)C[C@@H](C(=O)N)N)CC1